COC(C1=C(C(=CC=C1)C1(CC1)N)F)=O 3-(1-aminocyclopropyl)-2-fluorobenzoic acid methyl ester